ClC=1C=2N(C=CC1)N=C(C2)[C@H]2N(CCC1=C2N=CN1)C=1OC(=NN1)C1=NC=NC=C1 (S)-2-(4-(4-chloropyrazolo[1,5-a]pyridin-2-yl)-1,4,6,7-tetrahydro-5H-imidazo[4,5-c]pyridin-5-yl)-5-(pyrimidin-4-yl)-1,3,4-oxadiazole